3-(3-chloropropoxy)-1-propanol ClCCCOCCCO